FC1(CC(C1)N1C(=NC2=C1C=CC(=C2)C=2C(=NOC2C)C)[C@@H]2CCCC(N2C2=CC(=C(C=C2)OC)F)=O)F (S)-6-(1-(3,3-difluorocyclobutyl)-5-(3,5-dimethylisoxazol-4-yl)-1H-benzo[d]imidazol-2-yl)-1-(3-fluoro-4-methoxyphenyl)piperidin-2-one